C1(CC1)C1=NN(C=N1)C1CC2(CN(C2)C(=O)N2CC3(C2)CN(C3)S(=O)(=O)C3=C(C=C(C=C3)F)C(F)(F)F)C1 (6-(3-cyclopropyl-1H-1,2,4-triazol-1-yl)-2-azaspiro[3.3]heptan-2-yl)(6-((4-fluoro-2-(trifluoromethyl)phenyl)sulfonyl)-2,6-diazaspiro[3.3]heptan-2-yl)methanone